N12CC(=CC=C1)C(NC2=O)=O 3-pyridinedicarboximide